CO[C@@H](C(O)C(C)=O)[C@@H](OC)[C@H](OC)[C@](O)(COC)C(C)=O 2,3,4,6-tetra-O-methyl-1,5-diacetyl-D-glucitol